BrC=1C=C(C=C(C1O)Br)C(=O)C1=C(N=C2N1CCCC2)CC (3,5-dibromo-4-hydroxyphenyl)(2-ethyl-5,6,7,8-tetrahydroimidazo[1,2-a]pyridin-3-yl)methanone